C1(=CC=CC=C1)COC(=O)N1CCNC([C@@H](C1)NC1=NC=2C(=CC=CC2C=2N1N=C(N2)C2=CC=C(C=C2)OC)S(=O)(=O)CC)=O (6R)-6-{[7-(ethylsulfonyl)-2-(4-methoxyphenyl)[1,2,4]triazolo[1,5-c]quinazolin-5-yl]amino}-5-oxo-1,4-diazacycloheptane-1-carboxylic acid phenylmethyl ester